N-(7-((1-Acetylpiperidin-2-yl)ethynyl)-3-amino-4-(2-chloro-5-fluorophenoxy)-1-methyl-1H-indazol-5-yl)-3-fluoro-5-(trifluoromethyl)benzamide C(C)(=O)N1C(CCCC1)C#CC=1C=C(C(=C2C(=NN(C12)C)N)OC1=C(C=CC(=C1)F)Cl)NC(C1=CC(=CC(=C1)C(F)(F)F)F)=O